3-((2S)-2-chloro-2-((3aS,4S,6S)-3a,5,5-trimethylhexahydro-4,6-methanobenzo[d][1,3,2]dioxaborol-2-yl)ethyl)-2-methoxybenzoate Cl[C@H](CC=1C(=C(C(=O)[O-])C=CC1)OC)B1O[C@@]2(C(O1)C[C@H]1C([C@@H]2C1)(C)C)C